N1(N=CC=C1)C1=CC=C(C=C1)C(N1CCN(CC1)C(=O)N1N=NC2=C1C=CC(=C2)C#N)C2=CC=C(C=C2)N2N=CC=C2 1-(4-(bis(4-(1H-pyrazol-1-yl)phenyl)methyl)piperazine-1-carbonyl)-1H-benzo[d][1,2,3]triazole-5-carbonitrile